COC1=CC=C(CN(C)CC=2C3=C(SC2C)C(=CC=C3)OC3=CC(=CC=C3)OC)C=C1 (4-methoxybenzyl)-1-(7-(3-methoxyphenoxy)-2-methylbenzo[b]thiophen-3-yl)-N-methyl-methylamine